(R or S)-4-((4-(2-Fluoroethoxy)phenyl)(phenyl)methyl)piperidine FCCOC1=CC=C(C=C1)[C@H](C1CCNCC1)C1=CC=CC=C1 |o1:10|